(±)-methyl trans-5-((6-(5-(bromomethyl)-1-methyl-1H-1,2,3-triazol-4-yl)-2-methylpyridin-3-yl)oxy)tetrahydro-2H-pyran-3-carboxylate BrCC1=C(N=NN1C)C1=CC=C(C(=N1)C)O[C@H]1C[C@@H](COC1)C(=O)OC |r|